ClC1=CC=C(C(=N1)C(=O)O)NC(C)C1=C2C(=C(N(C(C2=CC(=C1)C)=O)C)C1=CC=CC=C1)C 6-Chloro-3-[1-(2,4,7-trimethyl-1-oxo-3-phenylisoquinolin-5-yl)ethylamino]pyridine-2-carboxylic acid